CC=1C=C(C=CC1OC=1C=NC(=NC1)N1CCOCC1)NC(=O)C1COCCC1 N-(3-methyl-4-((2-morpholino-pyrimidin-5-yl)oxy)phenyl)tetrahydro-2H-pyran-3-carboxamide